1-[(2S)-2-[[4-[[6-(1-hydroxyethyl)-3-isopropyl-imidazo[1,2-a]pyridin-8-yl]amino]-1-piperidyl]methyl]morpholin-4-yl]prop-2-en-1-one OC(C)C=1C=C(C=2N(C1)C(=CN2)C(C)C)NC2CCN(CC2)C[C@H]2CN(CCO2)C(C=C)=O